(4-(2-methoxyphenyl)-1-piperazinyl)propylamine tri-hydrochloride Cl.Cl.Cl.COC1=C(C=CC=C1)N1CCN(CC1)CCCN